S1C(=NC2=C1C=CC=C2)NC2=C(C=C(N=N2)N(C2=CC=C(C(=N2)C(=O)OCC)C=2C=NN(C2C)CC2CCCCC2)CCNC)C Ethyl 6-((6-(benzo[d]thiazol-2-ylamino)-5-methylpyridazin-3-yl)(2-(methylamino)ethyl)amino)-3-(1-(cyclohexylmethyl)-5-methyl-1H-pyrazol-4-yl)picolinate